methyl (2S,3R)-3-methoxy-2-[[1-(trifluoromethyl)cyclopropanecarbonyl]amino]butanoate CO[C@@H]([C@@H](C(=O)OC)NC(=O)C1(CC1)C(F)(F)F)C